O1C=2C3=C(C1)C=CC(=C3C=CC2)N2N=CC(=C2C(F)(F)F)C(=O)NC2=CC(=NC=C2)C(F)(F)F 1-(2H-Naphtho[1,8-bc]furan-5-yl)-5-trifluoromethyl-N-(2-trifluoromethyl-pyridin-4-yl)-1H-pyrazole-4-formamide